5-(3-(trifluoromethyl)phenyl)-5H-dibenzo[b,d]thiophen-5-ium chloride [Cl-].FC(C=1C=C(C=CC1)[S+]1C2=C(C3=C1C=CC=C3)C=CC=C2)(F)F